3-(1-((1r,4r,5s)-2-azabicyclo[2.1.1]hexan-5-yl)-8-(2-cyanoethyl)-4-ethoxy-6-fluoro-7-(3-hydroxynaphthalen-1-yl)-1H-pyrrolo[3,2-c]quinolin-2-yl)-N,N-dimethylpropionamide [C@H]12NC[C@H]([C@@H]1N1C(=CC=3C(=NC=4C(=C(C(=CC4C31)CCC#N)C3=CC(=CC1=CC=CC=C31)O)F)OCC)CCC(=O)N(C)C)C2